FC1=C(C(=C(C=C1OC)OC)F)N1C(N(C2=C(C1)C=NC(=C2)CNC(C=C)=O)C)=O N-((3-(2,6-difluoro-3,5-dimethoxyphenyl)-1-methyl-2-oxo-1,2,3,4-tetrahydropyrido[4,3-d]pyrimidin-7-yl)methyl)acrylamide